C(C1=CC=CC=C1)NC(C)(C)C benzyl-tert.-butylamine